O1CCN(CC1)C1=CC=C(C(=O)C(CC)(N(C)C)CC2=CC=CC=C2)C=C1 (4-morpholinobenzoyl)-1-benzyl-1-dimethylaminopropane